tert-butyl (1-(bicyclo[2.2.1]heptan-2-yl)-2-((5-(1,4-dimethyl-1H-pyrazol-5-yl)pyridin-2-yl)amino)-2-oxoethyl)carbamate C12C(CC(CC1)C2)C(C(=O)NC2=NC=C(C=C2)C2=C(C=NN2C)C)NC(OC(C)(C)C)=O